CNC(CCSC=1OC=CN1)=O N-methyl-3-oxazol-2-ylsulfanylpropanamide